5-(6-chloro-5-fluoro-1H-indole-2-carbonyl)-N-{1-[(difluoromethoxy)methyl]cyclopropyl}-4H,5H,6H,7H-pyrazolo[1,5-a]pyrazine-3-carboxamide ClC1=C(C=C2C=C(NC2=C1)C(=O)N1CC=2N(CC1)N=CC2C(=O)NC2(CC2)COC(F)F)F